P(=O)(SC#N)(SC#N)SC#N phosphoric acid, thiocyanate